BrC1=C(C=C(C(=N1)C1=CN=C2N1C=C(C(=C2)OC)C(C)(C)O)F)F 2-[3-(6-bromo-3,5-difluoro-2-pyridyl)-7-methoxy-imidazo[1,2-a]pyridin-6-yl]propan-2-ol